FC=1C=C(C=NC1C(F)(F)F)C1=CC=CC=C1O 6-[5-fluoro-6-(trifluoromethyl)-3-pyridinyl]Phenol